BrC1=CC(=C(C=2C=COC21)OCOC)CI 7-bromo-5-(iodomethyl)-4-(methoxymethoxy)benzofuran